N-(2-hydroxynonadecanoyl)-4R-hydroxysphinganine OC(C(=O)N[C@H](CO)[C@H](O)C(CCCCCCCCCCCCCC)O)CCCCCCCCCCCCCCCCC